OC1=C(C(=O)OC)C=CC(=C1C)O METHYL 2,4-DIHYDROXY-3-METHYLBENZOATE